(E)-4-Phenyl-3-((3-((E)-4-((((S)-tetrahydrofuran-3-yl)amino)methyl)styryl)-1H-indazole-6-yl)methylene)pyrrolidin-2-one trifluoroacetate FC(C(=O)O)(F)F.C1(=CC=CC=C1)C1\C(\C(NC1)=O)=C/C1=CC=C2C(=NNC2=C1)\C=C\C1=CC=C(C=C1)CN[C@@H]1COCC1